ClC1=CC=C(C=C1)CCC(=O)N(C=1C=NN(C1)C1=CC=NC=C1)C 3-(4-Chlorophenyl)-N-methyl-N-(1-(pyridin-4-yl)-1H-pyrazol-4-yl)propanamide